C(C)(C)(C)C=1C=C(C=CC1)CC(C=O)C 3-(3-(tert-butyl)phenyl)-2-methylpropionaldehyde